Ureidotetrazine N(C(=O)N)C=1N=NN=NC1